dihydropyrazolo[3',4':4,5]pyrrolo[3,2-b]pyridine-3-carboxamide N1NC(=C2C1=C1N=CC=CC1=N2)C(=O)N